FC1=NNC2=CC=C(C=C12)C#CC1=NC(=NC=C1)C1=NC(=NC=C1)NCC(=O)N(C)C ((4-((3-fluoro-1H-indazol-5-yl)ethynyl)-[2,4'-bipyrimidin]-2'-yl)amino)-N,N-dimethylacetamide